ClC=1C=C(C=CC1C)N(C(=O)[C@H]1N(C(OC1)=O)C1=NC(=CC(=C1)C(F)(F)F)C)C (S)-N-(3-Chloro-4-methyl-phenyl)-N-methyl-3-(6-methyl-4-(trifluoromethyl)pyridin-2-yl)-2-oxooxazolidine-4-carboxamide